2-Chloro-N-[2-(4-{[(2-cyanopyridin-4-yl)oxy]methyl}piperidin-1-yl)-2-[4-(difluoro-methyl)-1,3-thiazol-5-yl]ethyl]-6-fluorobenzamid ClC1=C(C(=O)NCC(C2=C(N=CS2)C(F)F)N2CCC(CC2)COC2=CC(=NC=C2)C#N)C(=CC=C1)F